NC1=NC=2C=C(C=CC2C2=C1N=C(N2OCCCCNCCCCCCCCCCCCCCCCCC)CCCC)P(=O)(C)C N-(4-((4-amino-2-butyl-7-(dimethylphosphoryl)-1H-imidazo[4,5-c]quinolin-1-yl)oxy)butyl)stearylamine